(2-methoxy-5-(4-methyl-2-propionamidothiazol-5-yl)phenyl)sulfamide COC1=C(C=C(C=C1)C1=C(N=C(S1)NC(CC)=O)C)NS(=O)(=O)N